FC=1C=C2C(C(=CN(C2=CC1N1[C@H](CCC1)COC1=NC=CC=C1C)C1=NC=CN=C1)C(=O)OCC)=O ethyl (R)-6-fluoro-7-(2-(((3-methylpyridin-2-yl) oxy) methyl) pyrrolidin-1-yl)-4-oxo-1-(pyrazin-2-yl)-1,4-dihydroquinoline-3-carboxylate